C[Si](C1=CC=CC=C1)(C)CC(CC(=O)NC=1C=CC=C2C=CC=NC12)CC[C@@H](CCC=C(C)C)C (6R)-3-{[dimethyl(phenyl)silyl]methyl}-6,10-dimethyl-N-(quinolin-8-yl)undec-9-enamide